P(=O)(OCCCCl)(OCCCCl)OCCCCl tris(chloropropyl) phosphate